FC1=C(C=CC=C1)C1(CCC1)C(/C=C/[C@H]1[C@@H](C[C@H]2[C@@H]1CCC1=C(O2)C=C(C=C1)C(=O)O)O)O (1R,2R,3aS,10aR)-1-{(1E,3ξ)-3-[1-(2-fluorophenyl)cyclobutyl]-3-hydroxy-1-propen-1-yl}-2-hydroxy-2,3,3a,9,10,10a-hexahydro-1H-benzo[b]cyclopenta[f]oxepin-6-carboxylic acid